5-(3-chloro-2-fluoropyridin-4-yl)-3-(ethylamino)-4H-benzo[e][1,2,4]thiadiazine 1,1-dioxide ClC=1C(=NC=CC1C1=CC=CC2=C1NC(=NS2(=O)=O)NCC)F